{7-(4-benzoxazol-2-yl-phenyl)-naphthalen-2-yl}-(4-benzothiazol-2-yl-phenyl)-(4-benzothiophen-2-yl-phenyl)amine O1C(=NC2=C1C=CC=C2)C2=CC=C(C=C2)C2=CC=C1C=CC(=CC1=C2)N(C2=CC=C(C=C2)C=2SC1=C(C2)C=CC=C1)C1=CC=C(C=C1)C=1SC2=C(N1)C=CC=C2